FC1=CC=C(C=C1)Br para-fluorobromobenzene